Methyl-heptenone CCC(C=CCCC)=O